1-(methyl-d3)-1H-1,2,4-triazole-3-carboxylate C(N1N=C(N=C1)C(=O)[O-])([2H])([2H])[2H]